methyl 2-(benzylideneamino)benzoate C(C1=CC=CC=C1)=NC1=C(C(=O)OC)C=CC=C1